8-(sulfanyl)adenine SC1=NC2=NC=NC(=C2N1)N